C1(CC1)C(C1=CC=C2C=C(C(=NC2=C1)OC)C(=O)OC)O methyl 7-(cyclopropyl (hydroxy) methyl)-2-methoxyquinoline-3-carboxylate